5,7-Dichloropyrido[3,4-d]pyridazin-4(3H)-one ClC1=NC(=CC2=C1C(NN=C2)=O)Cl